(R)-4-((1-(4-fluorophenyl)-4-oxobutyl)carbamoyl)-4-hydroxypiperidine-1-carboxylic acid tert-butyl ester C(C)(C)(C)OC(=O)N1CCC(CC1)(O)C(N[C@H](CCC=O)C1=CC=C(C=C1)F)=O